BrC1=CC=CC2=C(C=CC=C12)Br 1,5-Dibromonaphthalene